1-methylcyclopropyl-{3-(ethylsulfonyl)-2-[3-methyl-6-(trifluoromethyl)-3H-imidazo[4,5-b]pyridin-2-yl] imidazo[1,2-a]pyridin-7-yl} carbamate C(N)(OC1=CC=2N(C(=C1)C1(CC1)C)C(=C(N2)C2=NC=1C(=NC=C(C1)C(F)(F)F)N2C)S(=O)(=O)CC)=O